tert-butyl (S)-(1-(3-(5-((dimethyl(oxo)-λ6-sulfaneylidene)amino)pyridin-2-yl)pyrazin-2-yl)ethyl)carbamate CS(=O)(C)=NC=1C=CC(=NC1)C=1C(=NC=CN1)[C@H](C)NC(OC(C)(C)C)=O